(R)-4-methyl-6-(4-((4-methyl-3-(4-methyl-1-oxo-1,3-dihydroisobenzofuran-5-yl)piperazin-1-yl)methyl)-1H-pyrazol-1-yl)pyridine-3-carbonitrile CC1=C(C=NC(=C1)N1N=CC(=C1)CN1C[C@H](N(CC1)C)C=1C(=C2COC(C2=CC1)=O)C)C#N